3-(benzo[d]oxazol-6-yl)-4-methyl-N-(4-((4-methylpiperazin-1-yl)methyl)-3-(trifluoromethyl)phenyl)benzamide O1C=NC2=C1C=C(C=C2)C=2C=C(C(=O)NC1=CC(=C(C=C1)CN1CCN(CC1)C)C(F)(F)F)C=CC2C